2-chloro-N-(3-fluoro-4-((4-methoxybenzyl)thio)phenyl)benzene-sulfonamide ClC1=C(C=CC=C1)S(=O)(=O)NC1=CC(=C(C=C1)SCC1=CC=C(C=C1)OC)F